N-((2,3-Difluoro-4-[5-(trifluoromethyl)-1,2,4-oxadiazol-3-yl]phenyl)methyl)-3,3,3-trifluoro-propanamid FC1=C(C=CC(=C1F)C1=NOC(=N1)C(F)(F)F)CNC(CC(F)(F)F)=O